C(C)(C)(C)OC(=O)NC(C(=O)O)COC 2-(tert-butoxycarbonylamino)-3-methoxy-propionic acid